3-[(1R)-1-[3,6-Dimethyl-2-(2-methyl-7aH-imidazo[4,5-b]pyridin-6-yl)-4-oxo-chromen-8-yl]ethoxy]-6-fluoro-pyridine-2-carboxamide CC1=C(OC2=C(C=C(C=C2C1=O)C)[C@@H](C)OC=1C(=NC(=CC1)F)C(=O)N)C1=CC2C(N=C1)=NC(=N2)C